(1,1-dimethylsilinan-4-yl)-4-fluoro-6-methyl-1H-indole-2-carboxamide C[Si]1(CCC(CC1)N1C(=CC2=C(C=C(C=C12)C)F)C(=O)N)C